OC1=C2CC[C@H]3[C@@H]4CC[C@@H]([C@@]4(C)CC[C@@H]3[C@]2(CCC1=O)C)O 4,17β-dihydroxyandrost-4-en-3-one